FC1CNC(C=2NC3=CC(=C(C(=C3C21)F)F)F)C 4,5,6,7-tetrafluoro-1-methyl-2,3,4,9-tetrahydro-1H-pyrido[3,4-b]indole